Cl.N=1NN=NC1C1CCNCC1 4-(2H-1,2,3,4-Tetrazol-5-yl)piperidine hydrochloride